3-(5-(3,8-diazabicyclo[3.2.1]octan-8-yl)-7-fluoro-1-oxoisoindolin-2-yl)piperidine-2,6-dione C12CNCC(CC1)N2C=2C=C1CN(C(C1=C(C2)F)=O)C2C(NC(CC2)=O)=O